2,7-bis(4-diphenylaminophenyl)-9,9-bis(4-diphenylaminophenyl)fluorene C1(=CC=CC=C1)N(C1=CC=C(C=C1)C1=CC=2C(C3=CC(=CC=C3C2C=C1)C1=CC=C(C=C1)N(C1=CC=CC=C1)C1=CC=CC=C1)(C1=CC=C(C=C1)N(C1=CC=CC=C1)C1=CC=CC=C1)C1=CC=C(C=C1)N(C1=CC=CC=C1)C1=CC=CC=C1)C1=CC=CC=C1